C1=CC=CC2=NC3=CC=CC=C3C(=C12)CNC1=NC=C2N=CNC2=N1 2-((acridine-9-ylmethyl)amino)-9H-purine